NC=1C2=C(N=CN1)N(C(=C2C2=CC=C(C=C2)OC2=CC(=CC=C2)F)C#CC2CN(C2)C2C[C@H](N(CC2)C(C=C)=O)CO)C 1-((2S)-4-(3-((4-amino-5-(4-(3-fluorophenoxy)phenyl)-7-methyl-7H-pyrrolo[2,3-d]pyrimidin-6-yl)ethynyl)azetidin-1-yl)-2-(hydroxymethyl)piperidin-1-yl)prop-2-en-1-one